2-(4-Chloro-3-fluoro-phenoxy)-N-[1-[5-(trifluoromethoxymethyl)-1,3,4-oxadiazol-2-yl]-3-bicyclo[1.1.1]pentanyl]acetamide butyl-(E)-3-(2-amino-4-fluoro-3-pyridyl)prop-2-enoate C(CCC)OC(\C=C\C=1C(=NC=CC1F)N)=O.ClC1=C(C=C(OCC(=O)NC23CC(C2)(C3)C=3OC(=NN3)COC(F)(F)F)C=C1)F